CC1=CC=C(C=C1)S(=O)(=O)OCC1CCS(CC1)(=O)=O (1,1-dioxo-1λ6-thian-4-yl)methyl 4-methylbenzenesulfonate